azamorpholine N1NCOCC1